FC1=CC=C(OC2=CC=NC=C2)C=C1 4-(4-fluoro-phenoxy)-pyridin